1-(1,3-benzodioxol-4-yl)-N-(benzofuran-2-ylmethyl)methanamine O1COC2=C1C=CC=C2CNCC=2OC1=C(C2)C=CC=C1